5-amino-1-(3-morpholinocyclobutyl)-3-(2-phenylquinolin-7-yl)-1H-pyrazole-4-carbonitrile NC1=C(C(=NN1C1CC(C1)N1CCOCC1)C1=CC=C2C=CC(=NC2=C1)C1=CC=CC=C1)C#N